NC1=CC=C(C=C1)N1CCC(CC1)(O)CN1CCN(CC1)C1=CC=C(C=C1)NC([O-])=O [4-[4-[[1-(4-aminophenyl)-4-hydroxy-4-piperidyl]methyl] piperazin-1-yl]phenyl]carbamate